O([C@H]1[C@H](O)[C@@H](O)[C@@H](O)[C@H](O1)CO)C1=CNC2=CC(=CC=C12)Cl 6-chloro-3-indolyl β-D-galactopyranoside